NC1=NC(=CC(=N1)C=1N=NN(C1)CC1=CC=CC(=N1)C(CC(=O)O)(C)C)C1=C(C(=CC=C1)C#N)Cl 3-[6-({4-[2-amino-6-(2-chloro-3-cyanophenyl)-4-pyrimidinyl]-1H-1,2,3-triazol-1-yl}methyl)-2-pyridinyl]-3-methylbutanoic acid